FC=1C=C2CN(CC2=CC1)C(=O)C1=NOC(=N1)C1=C(C(=C(C(=C1)F)F)O)F (5-Fluoroisoindolin-2-yl)(5-(2,4,5-trifluoro-3-hydroxyphenyl)-1,2,4-oxadiazol-3-yl)methanone